C(C)(C)N1N=C(C=C1C1[C@H]2CN(C[C@@H]12)C1COC1)C=1C=C(C(=NC1)N)OC(F)(F)F 5-(1-isopropyl-5-((1R,5S,6r)-3-(oxetan-3-yl)-3-azabicyclo[3.1.0]hexan-6-yl)-1H-pyrazol-3-yl)-3-(trifluoromethoxy)pyridin-2-amine